(R)-1,4-dioxane-2-methylamine hydrochloride Cl.O1[C@@H](COCC1)CN